FC1=CC=C(C=C1)C#CC1=C(C=CC(=C1)NC(=O)NCCC=1C=NC=CC1)C1=CC=C2C(N(C(=NC2=C1)C)CCNC(OC(C)(C)C)=O)=O tert-butyl (2-(7-(2-((4-fluorophenyl)ethynyl)-4-(3-(2-(pyridin-3-yl)ethyl)ureido)phenyl)-2-methyl-4-oxoquinazolin-3(4H)-yl)ethyl)carbamate